tert-butyl (tert-butoxycarbonyl)(2-chloro-5-nitrophenyl)carbamate C(C)(C)(C)OC(=O)N(C(OC(C)(C)C)=O)C1=C(C=CC(=C1)[N+](=O)[O-])Cl